tri(toluene) phosphorothioate P(O)(O)(O)=S.CC1=CC=CC=C1.CC1=CC=CC=C1.CC1=CC=CC=C1